ethyl 4-(3-(3-cyanophenyl)-4,4,4-trifluoro-3-hydroxybut-1-yn-1-yl)-2,6-dimethyl-7-oxo-6,7-dihydro-1H-pyrrolo[2,3-c]pyridine-3-carboxylate C(#N)C=1C=C(C=CC1)C(C#CC=1C2=C(C(N(C1)C)=O)NC(=C2C(=O)OCC)C)(C(F)(F)F)O